FC(C=1C(=NC(=NC1)NC1=C(C=C(C=C1)N1CCN(CC1)C)CC)NCCCN1C(N(CCCC1)C)=O)F 1-(3-((5-(Difluoromethyl)-2-((2-ethyl-4-(4-methylpiperazin-1-yl)phenyl)amino)pyrimidin-4-yl)amino)propyl)-3-methyl-1,3-diazepan-2-on